C1(=CC=CC=C1)[C@H]1NC[C@@H]1O |o1:6,9| rel-(2R,3S)-2-phenylazetidin-3-ol